2-[1-bicyclo[2.2.2]octanyloxy-(3-chloro-4-fluorophenyl)methyl]-5-methyl-4-methylsulfonyl-1H-imidazole C12(CCC(CC1)CC2)OC(C=2NC(=C(N2)S(=O)(=O)C)C)C2=CC(=C(C=C2)F)Cl